BrC=1C=C(C=CC1OC)C(C(S(=O)(=O)C1=CC=CC=C1)(F)F)NC(C)=O N-(1-(3-Bromo-4-methoxyphenyl)-2,2-difluoro-2-(phenylsulfonyl)ethyl)-acetamide